[4-[5-[2-[(1-Methylsulfonylpiperidin-4-yl)amino]-5-(trifluoromethyl)pyrimidin-4-yl]-1,3-thiazol-2-yl]phenyl]methanol CS(=O)(=O)N1CCC(CC1)NC1=NC=C(C(=N1)C1=CN=C(S1)C1=CC=C(C=C1)CO)C(F)(F)F